Tert-Butyl 3-[(1R)-2-benzyloxy-1-[[5-[4-(trifluoromethyl)phenyl]naphthalene-2-carbonyl]amino]ethyl]azetidine-1-carboxylate C(C1=CC=CC=C1)OC[C@H](NC(=O)C1=CC2=CC=CC(=C2C=C1)C1=CC=C(C=C1)C(F)(F)F)C1CN(C1)C(=O)OC(C)(C)C